ethoxy-propyl acetate C(C)(=O)OCCCOCC